FC1(CN(CC1)CC(C)N)F 1-(3,3-difluoropyrrolidin-1-yl)propan-2-amine